CCCCCCCCCCCCCCC=CC=O Heptadecenal